C(C)(C)(C)OC(=O)N1CCN(CC1)C1=NC(=CC(=C1)C=1C(=C(C=CC1)C1=CC(=C(C=C1)N1C(N(CC1)C)=O)Cl)OC)Cl 4-(6-chloro-4-(3'-chloro-2-methoxy-4'-(3-methyl-2-oxoimidazolidin-1-yl)-[1,1'-biphenyl]-3-yl)pyridin-2-yl)piperazine-1-carboxylic acid tert-butyl ester